di(1-(1-butoxy-2-propoxy)-2-propyl) phosphate P(=O)(OC(COC(COCCCC)C)C)(OC(COC(COCCCC)C)C)[O-]